N-(2,6-dimethylbenzyl)-2-(3-(pyridin-2-yl)-4-(quinolin-4-yl)-1H-pyrazol-1-yl)acetamide butyl-3-fluoropyrrolidine-1-carboxylate C(CCC)OC(=O)N1CC(CC1)F.CC1=C(CNC(CN2N=C(C(=C2)C2=CC=NC3=CC=CC=C23)C2=NC=CC=C2)=O)C(=CC=C1)C